(Z,Z)-9,11-tetradecadienal C(CCCCCCC\C=C/C=C\CC)=O